(S)-2-((4-((2-hydroxy-1-phenylethyl)amino)-5-(3,8-dioxa-1-azaspiro[4.5]dec-1-en-2-yl)pyrimidin-2-yl)amino)-7,7-dimethyl-6,7-dihydro-5H-pyrrolo[3,4-b]pyridin-5-one OC[C@H](C1=CC=CC=C1)NC1=NC(=NC=C1C1=NC2(CO1)CCOCC2)NC2=CC=C1C(=N2)C(NC1=O)(C)C